CN1C(=C(C2=CC=CC=C12)C)C(C(=O)OCC)(F)F Ethyl 2-(1,3-dimethyl-1H-indol-2-yl)-2,2-difluoroacetate